nicotinonitril C(C1=CN=CC=C1)#N